6-N-[(2R)-2-amino-2-phenylethyl]-4-N-tert-butyl-1-methylpyrazolo[3,4-d]pyrimidine-4,6-diamine N[C@@H](CNC1=NC(=C2C(=N1)N(N=C2)C)NC(C)(C)C)C2=CC=CC=C2